BrC=1C(=C(OC2CCC(CC2)C(C)=O)C=CC1)C 1-((1r,4r)-4-(3-bromo-2-methylphenoxy)cyclohexyl)ethan-1-one